CCCC(C=CC=CCCCCC)=O trideca-5,7-dien-4-one